O.[Fe-4](C#N)(C#N)(C#N)(C#N)(C#N)C#N.[K+].[K+].[K+].[K+] Potassium ferrocyanide hydrate